[3-(methyl-carbamoyl)phenyl]boronic acid CNC(=O)C=1C=C(C=CC1)B(O)O